4-[2-[2-fluoro-3-[3-(4-piperidylmethyl)azetidin-1-yl]phenoxy]-5-methylsulfonyl-phenyl]-6-methyl-1H-pyrrolo[2,3-c]pyridin-7-one FC1=C(OC2=C(C=C(C=C2)S(=O)(=O)C)C=2C3=C(C(N(C2)C)=O)NC=C3)C=CC=C1N1CC(C1)CC1CCNCC1